1-(2-(3-((2-(2,6-dioxopiperidin-3-yl)-1,3-dioxoisoindolin-4-yl)amino)propanamido)ethyl)-N-(2-(((S)-2-methylpyrrolidin-1-yl)methyl)-1H-benzo[d]imidazol-5-yl)-1H-indazole-5-carboxamide O=C1NC(CCC1N1C(C2=CC=CC(=C2C1=O)NCCC(=O)NCCN1N=CC2=CC(=CC=C12)C(=O)NC1=CC2=C(NC(=N2)CN2[C@H](CCC2)C)C=C1)=O)=O